6,7-Dimethoxy-3-pyridin-4-yl-quinoline COC=1C=C2C=C(C=NC2=CC1OC)C1=CC=NC=C1